N-(2,4-difluorophenyl)-1-fluoro-6,7,8,9-tetrahydro-5H-5,8-epiminocyclohepta[c]pyridine-10-carboxamide FC1=C(C=CC(=C1)F)NC(=O)N1C2CCC1CC=1C(=NC=CC12)F